Trans-N-(3-aminocyclobutyl)-4-[[2-chloro-6-[4-[4-[(4R)-4-amino-2-oxo-pyrrolidin-1-yl]phenyl]sulfonylpiperazin-1-yl]-4-pyridyl]-difluoro-methyl]cyclohexanecarboxamide NC1CC(C1)NC(=O)[C@@H]1CC[C@H](CC1)C(F)(F)C1=CC(=NC(=C1)N1CCN(CC1)S(=O)(=O)C1=CC=C(C=C1)N1C(C[C@H](C1)N)=O)Cl